1,1,2,2-tetrakis(4-Hydroxyphenyl)ethane OC1=CC=C(C=C1)C(C(C1=CC=C(C=C1)O)C1=CC=C(C=C1)O)C1=CC=C(C=C1)O